1-(1,2,3,4,5,6,7,8-octahydro-2,3,8,8-tetramethyl-2-naphthalenyl)-ethane CC1(CC=2C(CCCC2CC1C)(C)C)CC